C1(CC1)NC(C1=C(C=C(C=C1OC)C1=CN=C2N1C=CC(=C2)OCCCN2CC(C(CC2)(F)F)O)OC(F)F)=O N-cyclopropyl-4-[7-[3-(4,4-difluoro-3-hydroxy-1-piperidyl)propoxy]imidazo[1,2-a]pyridin-3-yl]-2-(difluoromethoxy)-6-methoxy-benzamide